NC1=NC=2C=C(C(=CC2C2=C1COC2)C(=O)N([C@H](C)C2=NC=CC=C2F)CC=2N=NC(=CC2)Br)F 4-amino-N-((6-bromo-3-pyridazinyl)methyl)-7-fluoro-N-((1R)-1-(3-fluoro-2-pyridinyl)ethyl)-1,3-dihydrofuro[3,4-c]quinoline-8-carboxamide